format calcium [Ca+2].C(=O)[O-].C(=O)[O-]